N1-((cis)-2-phenylcyclopropyl)cyclohexane-1,4-diamine C1(=CC=CC=C1)[C@@H]1[C@@H](C1)NC1CCC(CC1)N